N=1C=C(N2C1C=CC=C2)C(=O)N2CC1=C(CC2)C(=CS1)C(=O)NC1=CC(=CC(=C1)C(F)(F)F)CN1CCN(CC1)C 6-(Imidazo[1,2-a]pyridin-3-carbonyl)-N-(3-((4-methylpiperazin-1-yl)methyl)-5-(trifluoromethyl)phenyl)-4,5,6,7-tetrahydrothieno[2,3-c]pyridin-3-carboxamid